2-(3-chlorophenyl)-1-(4-chlorophenyl)-2-methylpropyl ((S)-1-(((S)-1-hydroxy-3-((S)-2-oxopyrrolidin-3-yl)propan-2-yl)amino)-4-methyl-1-oxopentan-2-yl)carbamate OC[C@H](C[C@H]1C(NCC1)=O)NC([C@H](CC(C)C)NC(OC(C(C)(C)C1=CC(=CC=C1)Cl)C1=CC=C(C=C1)Cl)=O)=O